C(#N)C(C(=O)NC=1C=CC(=NC1)C=1N=NN(C1NC(O[C@H](C)C=1C(=NC=CC1)Cl)=O)C)(C)C (R)-1-(2-chloropyridin-3-yl)ethyl (4-(5-(2-cyano-2-methylpropanamido)pyridin-2-yl)-1-methyl-1H-1,2,3-triazol-5-yl)carbamate